6-bromo-2-morpholinooxazolo[5,4-c]Pyridine BrC1=CC2=C(C=N1)OC(=N2)N2CCOCC2